4-(4-(2,6-dimethylmorpholino)phenyl)adamantane-1,4-diamine CC1OC(CN(C1)C1=CC=C(C=C1)C1(C2CC3(CC(CC1C3)C2)N)N)C